4-((1R,5R)-2-acryloyl-2,6-diazabicyclo[3.2.0]hept-6-yl)-6-chloro-2-(((S)-1-methylpyrrolidin-2-yl)methoxy)-7-(5,6,7,8-tetrahydronaphthalen-1-yl)quinoline-3-acetonitrile C(C=C)(=O)N1[C@@H]2CN([C@@H]2CC1)C1=C(C(=NC2=CC(=C(C=C12)Cl)C1=CC=CC=2CCCCC12)OC[C@H]1N(CCC1)C)CC#N